2-(5-{(1S)-1-[3,5-bis(trifluoromethyl)benzoylamino]ethyl}-3-methyl-1H-1,2,4-triazol-1-yl)-N,N-dimethyl-1,3-thiazole-5-carboxamide FC(C=1C=C(C(=O)N[C@@H](C)C2=NC(=NN2C=2SC(=CN2)C(=O)N(C)C)C)C=C(C1)C(F)(F)F)(F)F